ClC1=CC(=C(C=C1)N1C(N([C@H](C1)C#N)C1=CN=CC2=CC=CC=C12)=O)OC (R)-1-(4-chloro-2-methoxyphenyl)-3-(isoquinolin-4-yl)-2-oxoimidazoline-4-carbonitrile